methyl 1-(5-((2,4-difluorobenzyl)oxy)-2,3-dihydro-1H-inden-1-yl)azetidine-3-carboxylate FC1=C(COC=2C=C3CCC(C3=CC2)N2CC(C2)C(=O)OC)C=CC(=C1)F